C(=C)C(O[Si](OC)(OC)CCC)CC1=CC=CC=C1 vinyl-benzyl-propyl-trimethoxysilane